5-[2-(2-Chlorophenyl)-2-hydroxyethyl]-3-ethyl-4-oxo-4,5,6,7-tetrahydropyrazolo[1,5-a]pyrazine-2-carboxylic acid (5-trifluoromethyl-[1,3,4]thiadiazol-2-yl) amide FC(C1=NN=C(S1)NC(=O)C1=NN2C(C(N(CC2)CC(O)C2=C(C=CC=C2)Cl)=O)=C1CC)(F)F